F[C@H]1C[C@@H](N(C1)C1CCNCC1)C(=O)NC=1C=CC=C2C(=CNC12)C1=NC(=NC=C1F)NC=1C(=NN(C1)C)OC (2R,4S)-4-fluoro-N-(3-(5-fluoro-2-((3-methoxy-1-meth-yl-1H-pyrazol-4-yl)amino)pyrimidin-4-yl)-1H-indol-7-yl)-1-(piperidin-4-yl)pyrrolidine-2-carboxamide